C(C)O[Si](CCC1(CCCCC1)O)(OCC)OCC (2-triethoxysilylethyl)cyclohexane-1-ol